CN1C(C(=C(C2=CC=C(C=C12)OC1COC1)N1CCC(CC1)(C=1OC2=C(N1)C=C(C=C2)C)C)C#N)=O 1-Methyl-4-[4-methyl-4-(5-methyl-1,3-benzooxazol-2-yl)piperidin-1-yl]-7-[(oxetan-3-yl)oxy]-2-oxo-1,2-dihydro-quinoline-3-carbonitrile